C(C)[NH+](CC)CC.P(=O)([O-])([O-])OC[C@@H]1[C@H]([C@H]([C@@H](O1)N1C=[N+](C=2C(=O)NC(N)=NC12)CC1=CC=C(C=C1)Cl)O)O N7-4-chlorobenzyl-guanosine 5'-monophosphate triethylammonium salt